(Z)-3-(4-(4-(aminomethyl)-1-oxo-1,2-dihydro-phthalazin-6-yl)-1-methyl-1H-pyrazol-5-yl)-2-(4-tolyl)acrylonitrile NCC1=NNC(C2=CC=C(C=C12)C=1C=NN(C1\C=C(/C#N)\C1=CC=C(C=C1)C)C)=O